COCCN1C(=CC2=CC(=CC=C12)C=1C=NC=C(C1)OC)C1=CC(=NC=C1)C 1-(2-methoxyethyl)-5-(5-methoxypyridin-3-yl)-2-(2-methylpyridin-4-yl)-1H-indole